[N+](=O)([O-])C1=CC(=NC=C1)C=C 4-nitro-2-vinyl-pyridine